CC(=CCC/C(=C/CC/C(=C/CC/C(=C/CC/C(=C/COP(=O)(O)OP(=O)(O)O)/C)/C)/C)/C)C all-trans-Pentaprenyl diphosphate